C(C)(C)(C)OC(=O)N1C(CNCC1)C=1C=NN2C1C=CC(=C2)C=2N=CN(C2)CCCN2CCOCC2 (6-(1-(3-morpholinopropyl)-1H-imidazol-4-yl)pyrazolo[1,5-a]pyridin-3-yl)piperazine-1-carboxylic acid tert-butyl ester